C[SiH2]C1=C(C=CC=C1)C(C)C methyl-(2-isopropylphenyl)silane